N-(7-(6-(piperidin-1-ylmethyl)pyridin-3-yl)quinolin-4-yl)benzo[d]thiazol-5-amine N1(CCCCC1)CC1=CC=C(C=N1)C1=CC=C2C(=CC=NC2=C1)NC=1C=CC2=C(N=CS2)C1